3-bromo-1-methyl-[1,2,4]triazole BrC1=NN(C=N1)C